5-[(1R)-1-(5-Fluoro-2-pyridyl)ethoxy]-7-(3-(2-hydroxyethyl)-5-methyl-1-(4-piperidyl)pyrazol-4-yl)imidazo[1,2-a]pyridine-3-carbonitrile HCl Cl.FC=1C=CC(=NC1)[C@@H](C)OC1=CC(=CC=2N1C(=CN2)C#N)C=2C(=NN(C2C)C2CCNCC2)CCO